3-methylene-N-methylpiperidinyliodide C=C1C(N(CCC1)C)I